[K].CCCBCCCCC 4-boranonane, potassium salt